O[C@@H]1[C@@H]([C@H]2N(CC[C@H]2O[C@@H]1CO)C(C)=O)O ((3aR,5R,6R,7R,7aR)-6,7-dihydroxy-5-(hydroxymethyl)hexahydropyrano[3,2-b]pyrrol-1(2H)-yl)ethan-1-one